2-methyl-N-(6-methyl-5-(7-(methylamino)-1,6-naphthyridin-3-yl)pyridin-3-yl)-2,3-dihydrobenzofuran-7-carboxamide CC1OC2=C(C1)C=CC=C2C(=O)NC=2C=NC(=C(C2)C=2C=NC1=CC(=NC=C1C2)NC)C